7-Bromo-5-isobutoxy-benzo[b]thiophene-2-carboxamide BrC1=CC(=CC2=C1SC(=C2)C(=O)N)OCC(C)C